COC=1C(=CC2=C(C3CC4=C(CN3CC2)C(=C(C=C4)OC)N)C1)OC 2,3,10-trimethoxy-9-amino-6,8,13,13a-tetrahydro-5H-dibenzo[a,g]quinolizine